(3-(1-Benzylpiperidin-4-yl)-1H-pyrrolo[2,3-c]pyridin-1-yl)-N-ethyl-5-fluoro-N-isopropylbenzamide C(C1=CC=CC=C1)N1CCC(CC1)C1=CN(C2=CN=CC=C21)C2=C(C(=O)N(C(C)C)CC)C=C(C=C2)F